CC1=C(C(=O)N[C@@H](CCOC2CC(C2)CCC2=NC=3NCCCC3C=C2)C(=O)O)C(=CN=C1)C(F)(F)F N-(3-methyl-5-(trifluoromethyl)isonicotinoyl)-O-((1R,3R)-3-(2-(5,6,7,8-tetrahydro-1,8-naphthyridin-2-yl)ethyl)cyclobutyl)-L-homoserine